FC=1C=C(CN2C(=NC=3C2=NC=CC3)CCC(=O)N)C=CC1F 3-[3-(3,4-difluoro-benzyl)-3H-imidazo[4,5-b]pyridin-2-yl]-propionamide